S(CC1=CC(=C(C(=C1)C(C)(C)C)O)C(C)(C)C)CC1=CC(=C(C(=C1)C(C)(C)C)O)C(C)(C)C 4,4'-[thiobismethylene]bis[2,6-di-tert-butylphenol]